sodium [(benzyloxy)carbonyl]({2-[(benzyloxy)carbonyl]-3-bromo-1H-pyrrol-1-yl}sulfonyl) azide C(C1=CC=CC=C1)OC(=O)C=1C(=C(N(C1)S(=O)(=O)N=[N+]=[N-])C(=O)OCC1=CC=CC=C1)Br.[Na]